CC=1C=C(C=C(C1)C)C1=C(C(=NC(=C1C1=CC=C(C=C1)N1C2=CC=C(C=C2C=2C=C(C=CC12)C1=CC=CC=C1)C1=CC=CC=C1)N1C2=C(C=3C=CC=CC13)C=NC=C2)N2C1=C(C=3C=CC=CC23)C=NC=C1)N1C2=C(C=3C=CC=CC13)C=NC=C2 5,5',5''-(4-(3,5-dimethylphenyl)-5-(4-(3,6-diphenyl-9H-carbazol-9-yl)phenyl)pyridine-2,3,6-triyl)tris(5H-pyrido[4,3-b]indole)